7-(1-methyl-1H-pyrazol-4-yl)-4-(3-phenylpyridazin-4-yl)quinazoline CN1N=CC(=C1)C1=CC=C2C(=NC=NC2=C1)C1=C(N=NC=C1)C1=CC=CC=C1